FC=1C(=CC=2C3=C(NC(C2C1)=O)COCC3N(C(C(C3=CC=CC=C3)O)=O)C)F N-(8,9-Difluoro-6-oxo-1,4,5,6-tetrahydro-2H-pyrano[3,4-c]isoquinolin-1-yl)-2-hydroxy-N-methyl-2-phenylacetamide